2,3-dimethyl-4-butoxyphenol CC1=C(C=CC(=C1C)OCCCC)O